F[C@@H]1C[C@H](NC1)C(=O)NC (2S,4R)-4-fluoro-N-methylpyrrolidine-2-carboxamide